((2S,5R)-5-((N-Isopropylsulfamoyl)amino)tetrahydro-2H-pyran-2-yl)methyl 4-methylbenzenesulfonate CC1=CC=C(C=C1)S(=O)(=O)OC[C@H]1OC[C@@H](CC1)NS(NC(C)C)(=O)=O